2-(4-bromophenyl)-benzo[d]thiazole BrC1=CC=C(C=C1)C=1SC2=C(N1)C=CC=C2